S(Cl)Cl Sulfur Dichloride